(chloromethyl)-4-(N,S-dimethylsulfonimidoyl)benzene ClCC1=CC=C(C=C1)S(=O)(=NC)C